benzyl 2-chloro-4-trifluoromethyl-1,3-thiazole-5-carboxylate ClC=1SC(=C(N1)C(F)(F)F)C(=O)OCC1=CC=CC=C1